C(C)(=O)CC(C)CCC[C@@H](C)[C@H]1CC[C@H]2[C@@H]3CC=C4C[C@@H](O)CC[C@]4(C)[C@H]3CC[C@]12C acetyl-cholesterol